C(CCC)NC(O)=O.C(N)(O)=O.C(N)(O)=O.O=C1C=C(CC(C)(C)C1)C isophorone dicarbamate n-butyl-carbamate